C(C)(=O)C=1C=C(C#N)C=CN1 2-acetylisonicotinonitrile